COC(=O)C(CC=1OC=CC(C1)=O)CCCC(CCCCCCCC)C(=O)OC 2,6-dimethoxycarbonyltetradecyl-4-pyrone